OC(C(O)C=CC(=O)N)C=CC(=O)N (1,2-Dihydroxyethylene)bisacrylamide